3,5-dimethyl-4-(3-(pyridin-2-ylmethyl)-3H-imidazo[4,5-b]pyridin-6-yl)isoxazole CC1=NOC(=C1C=1C=C2C(=NC1)N(C=N2)CC2=NC=CC=C2)C